2-(3'-{(1R)-1-[(6,7-dimethoxy-2-methylquinazolin-4-yl)amino]ethyl}biphenyl-2-yl)acetamide COC=1C=C2C(=NC(=NC2=CC1OC)C)N[C@H](C)C=1C=C(C=CC1)C1=C(C=CC=C1)CC(=O)N